C(C)(C)(C)OC(=O)N1CC2=C(CC1)N=C(S2)C(NC2=C(C(=CC=C2)C2=CC1=C(OCCO1)C=C2)C)=O 2-(3-(2,3-dihydrobenzo[b][1,4]dioxin-6-yl)-2-methylphenylcarbamoyl)-6,7-dihydrothiazolo[5,4-c]pyridine-5(4H)-carboxylic acid tert-butyl ester